C1(CCCC1)C=1C=CC(=NC1)NC1=NC(=NS1)C1=NC=C(C=C1)OC N-(5-cyclopentyl-2-pyridyl)-3-(5-methoxy-2-pyridyl)-1,2,4-thiadiazol-5-amine